ClC1=NC=C(C(=C1)C1=C(C=NC(=C1)C)C(=O)NC=1SC2=C(N1)CN(C2)C(=O)C=2C=NN(C2)CC(F)F)OC 2'-chloro-N-(5-(1-(2,2-difluoroethyl)-1H-pyrazole-4-carbonyl)-5,6-dihydro-4H-pyrrolo[3,4-d]thiazol-2-yl)-5'-methoxy-6-methyl-[4,4'-bipyridine]-3-carboxamide